C(C)(=O)NC1=C(C(=O)NC2=NC(=CC=C2)C2=NN=CN2C(C)C)C=CC(=C1)F 2-acetamido-4-fluoro-N-(6-(4-isopropyl-4H-1,2,4-triazol-3-yl)pyridin-2-yl)benzamide